8-chloro-2-methyl-5-(5-methylfuran-2-yl)-[1,2,4]triazolo[1,5-c]pyrimidin ClC=1C=2N(C(=NC1)C=1OC(=CC1)C)N=C(N2)C